C[Si](C1=C2C(OC(C2=C(C=C1O)[Si](C)(C)C)=O)=O)(C)C 4,7-bis(trimethylsilyl)-5-hydroxyisobenzofuran-1,3-dione